(4,4'-bis(benzyloxy)-5-ethyl-2'-fluoro-[1,1'-biphenyl]-2-yl)cyclobutan-1-ol C(C1=CC=CC=C1)OC1=CC(=C(C=C1CC)C1=C(C=C(C=C1)OCC1=CC=CC=C1)F)C1(CCC1)O